FC(C1=CC=C2C(=N1)NC=C2S(=O)(=O)NC=2C(=NC(=C(C2)F)OCCF)OC)F 6-(Difluoromethyl)-N-[5-fluoro-6-(2-fluoroethoxy)-2-methoxypyridin-3-yl]-1H-pyrrolo[2,3-b]pyridine-3-sulfonamide